ClC1=C(C=CC=C1Cl)SC=1C(=NC(=NC1)N1CCC2(CC1)[C@@H](C1=CC=CC=C1C2)NC(OC(C)(C)C)=O)OC (S)-tert-butyl (1'-(5-((2,3-dichlorophenyl)thio)-4-methoxypyrimidin-2-yl)-1,3-dihydrospiro[indene-2,4'-piperidin]-1-yl)carbamate